FC(C1=CC=C(C=N1)C(C)O)F 1-(6-(difluoromethyl)pyridin-3-yl)ethanol